2-(4-cyclopropyl-6-methoxy-pyrimidin-5-yl)-4-[[3,5-difluoro-4-[1-methyl-4-(trifluoromethyl)imidazol-2-yl]phenyl]methoxy]-5-methoxy-pyrimidine C1(CC1)C1=NC=NC(=C1C1=NC=C(C(=N1)OCC1=CC(=C(C(=C1)F)C=1N(C=C(N1)C(F)(F)F)C)F)OC)OC